C(C)(C)N1N=C(C(=C1C)CC=O)C 2-(1-isopropyl-3,5-dimethyl-1H-pyrazol-4-yl)acetaldehyde